1H-INDAZOLE-4-CARBALDEHYDE N1N=CC=2C(=CC=CC12)C=O